C1(CCCCC1)CN1N=CC(=C1)C=1C(=CC(N(C1)C)=O)C1=CC=CC=C1 5-(1-(cyclohexyl-methyl)-1H-pyrazol-4-yl)-1-methyl-4-phenyl-pyridin-2(1H)-one